7-[(3S,4R,5R)-4-(benzyloxy)-5-[(benzyloxy)methyl]-3-fluorooxolan-2-yl]-4-(methylsulfanyl)imidazo[2,1-f][1,2,4]triazine C(C1=CC=CC=C1)O[C@H]1[C@H](C(O[C@@H]1COCC1=CC=CC=C1)C1=CN=C2C(=NC=NN21)SC)F